7-benzyloxy-6-bromo-3-iodo-1-methyl-indazole C(C1=CC=CC=C1)OC=1C(=CC=C2C(=NN(C12)C)I)Br